CN(C=1SC2=C(N1)C=CC(=C2)C=2C=CC=1N(C2)C=C(N1)C)C1CC(NC(C1)(C)C)(C)C N-Methyl-6-(2-methylimidazo[1,2-a]pyridin-6-yl)-N-(2,2,6,6-tetramethylpiperidin-4-yl)-1,3-benzothiazol-2-amin